ClC1=C(C#N)C=CC(=C1)N1CC2(C[C@H]1C)CCN(CC2)C2=CC=C(C=C2)C(=O)N2CCC(CC2)N2CCN(CC2)C2=CC(=CC=C2)N[C@H]2C(NC(CC2)=O)=O 2-Chloro-4-((R)-8-(4-(4-(4-(3-(((R)-2,6-dioxopiperidin-3-yl)amino)phenyl)piperazin-1-yl)piperidine-1-carbonyl)phenyl)-3-methyl-2,8-diazaspiro[4.5]decan-2-yl)benzonitrile